(4-bromobenzoyl)-1'-(4-hydroxy-3-methoxyphenyl)-1',2',5',6',7',7a'-hexahydro-2H-spiro[acenaphthylene-1,3'-pyrrolizin]-2-one BrC1=CC=C(C(=O)C2(CC3(N4CCCC24)C(C2=CC=CC4=CC=CC3=C24)=O)C2=CC(=C(C=C2)O)OC)C=C1